C(C)S(=O)(=O)OC1=C(C=CC=C1)NC(=O)NC1=CC(=CC=C1)OS(=O)(=O)CCCC N-[2-(ethanesulfonyloxy)phenyl]-N'-[3-(butanesulfonyloxy)phenyl]urea